C(CCCC=C)C1C2(NCC(N2)=O)CCC1 (+-)-6-(5-hexenyl)-1,4-diazaspiro[4.4]nonan-2-one